5-(3-chlorophenyl)-N-[4-(trifluoromethyl)phenyl]-1,3,4-oxadiazol-2-amine ClC=1C=C(C=CC1)C1=NN=C(O1)NC1=CC=C(C=C1)C(F)(F)F